CC1=C(OC2=C(C=C(C=C2C1=O)C)[C@@H](C)OC=1C(=NC(=CC1)F)C#N)C=1C=NN(C1)C 3-[(1R)-1-[3,6-Dimethyl-2-(1-methylpyrazol-4-yl)-4-oxo-chromen-8-yl]ethoxy]-6-fluoro-pyridine-2-carbonitrile